2-(8-fluoro-2-methylimidazo[1,2-a]pyridin-6-yl)-4H-pyrido[1,2-a][1,3,5]triazin-4-one hydrochloride Cl.FC=1C=2N(C=C(C1)C=1N=C3N(C(N1)=O)C=CC=C3)C=C(N2)C